bis(2-ethylhexyl) 4,5-epoxy-cyclohexane-1,2-dicarboxylate C1(C(CC2C(C1)O2)C(=O)OCC(CCCC)CC)C(=O)OCC(CCCC)CC